3-(dibenzo[b,d]furan-4-yl)-9,9'-spirobi[fluoren]-2-amine C1=CC=C(C=2OC3=C(C21)C=CC=C3)C=3C(=CC=2C1(C4=CC=CC=C4C2C3)C3=CC=CC=C3C=3C=CC=CC31)N